N[C@H](C(=O)NC1=C2C=CNC2=CC=C1)CC1=CC=C(C=C1)N1C(CN(CC1)CCOCC)=O (S)-4-(2-amino-3-(4-(4-(2-ethoxyethyl)-2-oxopiperazin-1-yl)phenyl)propionamido)-1H-indole